3,3-difluorocyclohexan-1-amine FC1(CC(CCC1)N)F